C(C)OC(=O)[C@@H]1CC[C@@H](CC1)N1C(N=C(C=C1)N)=O.ClC1=NC=CC(=C1F)CC=1C=NC=C(C1C)OC 2-chloro-3-fluoro-4-[(5-methoxy-4-methyl-3-pyridinyl)methyl]pyridine ethyl-cis-4-(4-amino-2-oxopyrimidin-1(2H)-yl)cyclohexane-1-carboxylate